C(C)OC(/C=C/CSC(C(C(=O)[O-])(C(=O)[O-])O)C1=C(C=CC=C1)I)=O (E)-2-(((4-ethoxy-4-oxobut-2-en-1-yl) thio) (2-iodophenyl) methyl)-2-hydroxymalonate